tert-butyl (R)-4-((6-((5-(difluoromethoxy)-1H-pyrazol-3-yl)amino)pyrazin-2-yl)oxy)-3,3-dimethylpiperidine-1-carboxylate FC(OC1=CC(=NN1)NC1=CN=CC(=N1)O[C@H]1C(CN(CC1)C(=O)OC(C)(C)C)(C)C)F